6-(trifluoromethyl)indole FC(C1=CC=C2C=CNC2=C1)(F)F